Cl.FC(S(=O)(=O)OC=1C=C2N(N1)CC[C@]21CNCC1)(F)F (3R)-5',6'-dihydrospiro[pyrrolidine-3,4'-pyrrolo[1,2-b]pyrazol]-2'-yl trifluoromethanesulfonate hydrogen chloride salt